ClC1=C(C=CC=C1)C=1C(=NN2C1CC1(CC2)CC1)C(=O)O 3'-(2-chlorophenyl)-6',7'-dihydro-4'H-spiro[cyclopropane-1,5'-pyrazolo[1,5-a]pyridine]-2'-carboxylic acid